4-bromo-3-[2-methyl-5-(trifluoromethyl)pyrazol-3-yl]Oxybenzonitrile BrC1=C(C=C(C#N)C=C1)OC=1N(N=C(C1)C(F)(F)F)C